C=C1CCNCC1 4-Methylenepiperidine